NCC1(OC2=C(C1)C=CC(=C2C2=C(C(=O)N)C=CC(=C2F)OC)Cl)C2=CC=CC=C2 2-(2-(aminomethyl)-6-chloro-2-phenyl-2,3-dihydrobenzoFuran-7-yl)-3-fluoro-4-methoxybenzamide